[(2E)-2-[(4-nitrophenyl)hydrazinylidene]propyl]acetamide [N+](=O)([O-])C1=CC=C(C=C1)N\N=C(\CCC(=O)N)/C